tert-Butyl (2R,5S)-4-(7-cyclohexyl-5-(difluoromethyl)-7H-pyrrolo[2,3-d]pyrimidin-4-yl)-2,5-dimethylpiperazine-1-carboxylate C1(CCCCC1)N1C=C(C2=C1N=CN=C2N2C[C@H](N(C[C@@H]2C)C(=O)OC(C)(C)C)C)C(F)F